1-((3,3-difluoro-1-methylcyclobutyl)methyl)-3-(1,1-difluoroethyl)-4-methyl-N-(2-(methylthio)pyridin-4-yl)-1H-pyrazole-5-carboxamide FC1(CC(C1)(C)CN1N=C(C(=C1C(=O)NC1=CC(=NC=C1)SC)C)C(C)(F)F)F